7-(benzyloxy)heptan-3-ol C(C1=CC=CC=C1)OCCCCC(CC)O